[Cl-].C(C(=C)C)(=O)OCC[N+](CCC[Si](OC)(OC)OC)(C)C methacryloxyethyl-dimethyl(3-trimethoxysilylpropyl)ammonium chloride